C(C)(C)(C)OC(=O)N1CCC2(C([C@@H](OC2=O)C)=NO)CC1 (S)-4-(hydroxyimino)-3-methyl-1-oxo-2-oxa-8-azaspiro[4.5]decane-8-carboxylic acid tert-butyl ester